o-cyanofluorobenzene C1=CC=C(C(=C1)C#N)F